C(C(C)C)C1=CC(=NC=C1C)OC 4-isobutyl-2-methoxy-5-methyl-pyridine